(R)-5-{4-[4-(5-ethyl-3-methylpyridin-2-yl)piperazine-1-carbonyl]-3-fluorophenyl}-5-methylimidazolidine-2,4-dione C(C)C=1C=C(C(=NC1)N1CCN(CC1)C(=O)C1=C(C=C(C=C1)[C@@]1(C(NC(N1)=O)=O)C)F)C